(2-fluoro-5-((3,4,5,6-tetrahydropyrrolo[3,4-c]pyrrol-2(1H)-yl)sulfonyl)phenyl)acetamide hydrochloride Cl.FC1=C(C=C(C=C1)S(=O)(=O)N1CC=2CNCC2C1)CC(=O)N